FC1=C(CN2C=CC3=CC=CC=C23)C=CC=C1 1-(2-fluorobenzyl)-1H-indol